(2S,4R)-N-((R)-1-(4-carbamimidoylthiophen-2-yl)ethyl)-4-(difluoromethoxy)-1-((4-(4-(trifluoromethyl)phenoxy)benzoyl)glycyl)pyrrolidine-2-carboxamide C(N)(=N)C=1C=C(SC1)[C@@H](C)NC(=O)[C@H]1N(C[C@@H](C1)OC(F)F)C(CNC(C1=CC=C(C=C1)OC1=CC=C(C=C1)C(F)(F)F)=O)=O